C(CCC)C1=CCCC1 butyl-1-cyclopenten